2-(4-fluoropiperidin-4-yl)pyridine hydrochloride Cl.FC1(CCNCC1)C1=NC=CC=C1